CC(CCCC)CCC(CCCC)C 5,8-dimethyldodecane